glycidyl-triethoxysilane C(C1CO1)[Si](OCC)(OCC)OCC